FC=1C=C(C=CC1)C(C(NC=1SC=CN1)=O)N1S(C2=C(C1)C=CC(=C2)C#CC=2C=CC(=NC2)C(=O)N)(=O)=O 5-((2-(1-(3-fluorophenyl)-2-oxo-2-(thiazol-2-ylamino)ethyl)-1,1-dioxo-2,3-dihydrobenzo[d]isothiazol-6-yl)ethynyl)pyridineamide